O[C@H](CC=O)C1=CC=C(C=C1)C (R)-3-hydroxy-3-(4-methylphenyl)-propanal